[N].NP(N)N triaminophosphorus nitrogen